NC1=CC=C(CN2N=CC(=C2)NC2=NC=C(C(=N2)C2=NN(C(=C2)C)S(=O)(=O)C2=CC=CC=C2)Cl)C=C1 N-(1-(4-aminobenzyl)-1H-pyrazol-4-yl)-5-chloro-4-(5-methyl-1-(benzenesulfonyl)-1H-pyrazol-3-yl)pyrimidin-2-amine